1-(3-((4-(3-methyl-4-chlorophenyl)piperazin-1-yl)methyl)-4-(trifluoromethyl)phenyl)-N1,N2,N2-trimethylethane-1,2-diamine CC=1C=C(C=CC1Cl)N1CCN(CC1)CC=1C=C(C=CC1C(F)(F)F)C(CN(C)C)NC